C(C1=CC=CC=C1)[C@@H]1N(OCC1)C1=CC(=NC=N1)NC=1C(=CC(=C(C1)C(C(=O)N)=C)N1CCN(CC1)C1CCN(CC1)C)OC (5-((6-((S)-3-benzylisooxazolidin-2-yl)pyrimidin-4-yl)amino)-4-methoxy-2-(4-(1-methylpiperidin-4-yl)piperazin-1-yl)phenyl)acrylamide